N[C@@H]1C2=CC=CC=C2CC12CCN(CC2)C=2NC(C1=C(N2)NN=C1C1(CC1)C=1C=C(C=CC1)NC(OCC)=O)=O ethyl (S)-(3-(1-(6-(1-amino-1,3-dihydrospiro[indene-2,4'-piperidin]-1'-yl)-4-oxo-4,5-dihydro-1H-pyrazolo[3,4-d]pyrimidin-3-yl)cyclopropyl)phenyl)carbamate